2-(4-methylpiperazin-1-yl)-N-(4-(4-(4-methylpiperazin-1-yl)-3-((4-pentylphenyl)sulfonamido)phenyl)thiazol-2-yl)acetamide CN1CCN(CC1)CC(=O)NC=1SC=C(N1)C1=CC(=C(C=C1)N1CCN(CC1)C)NS(=O)(=O)C1=CC=C(C=C1)CCCCC